4-Fluorobenzyl (1-hydroxy-5-methyl-1,3-dihydrobenzo[c][1,2]oxaborole-6-carbonyl)-L-valinate OB1OCC2=C1C=C(C(=C2)C)C(=O)N[C@@H](C(C)C)C(=O)OCC2=CC=C(C=C2)F